The molecule is a member of the class of phenols that is indan which has been hydroxylated at position 5. It is a member of phenols and a member of indanes. C1CC2=C(C1)C=C(C=C2)O